4-(3-cyclohexylpropanoylamino)pyridine-2-carboxamide C1(CCCCC1)CCC(=O)NC1=CC(=NC=C1)C(=O)N